C(CCCCCCC)C1=C(C(=CC=C1)O)O 3-Octylbenzene-1,2-diol